BrC=1C=C(C=CC1NCC1=CC=C(C=C1)C(F)(F)F)S(=O)(=O)N(C([2H])([2H])[2H])CC1=CC=C(C=C1)OC 3-bromo-N-[(4-methoxyphenyl)methyl]-N-(trideuteriomethyl)-4-[[4-(trifluoromethyl)phenyl]methylamino]benzenesulfonamide